CC1C2C=CC(C1)C2 5-methyl-2-norbornene